CC(C(C1=NC2=C(NC1)N=C(NC2=O)N)O)O The molecule is a dihydropterin that is biopterin dihydrogenated at positions 7 and 8. It is a member of biopterins and a dihydropterin.